BrC1=CC(=C(C=C1)N[C@H]1COCC1)[N+](=O)[O-] (R)-N-(4-bromo-2-nitrophenyl)tetrahydrofuran-3-amine